2,4-bis[(2,6-dimethylphenyl)imino]pentane Iron (III) [Fe+3].CC1=C(C(=CC=C1)C)N=C(C)CC(C)=NC1=C(C=CC=C1C)C